OC1C(CC12CCN(CC2)S(=O)(=O)CC#N)C2N1C(C=3C=CC=CC23)=CN=C1 2-[[3-hydroxy-2-(5H-imidazo[1,5-b]isoindol-5-yl)-7-azaspiro[3.5]nonan-7-yl]sulfonyl]acetonitrile